ClC=1N(C(C=CC1C(=O)OC)=C=O)C methyl 2-chloro-1-methyl-6-carbonyl-1,6-dihydropyridine-3-carboxylate